(1R,2S,5S)-3-[(2S)-2-[[(2S)-2-methoxypropanoyl]amino]-3,3-dimethyl-butanoyl]-6,6-dimethyl-3-azabicyclo[3.1.0]hexane-2-carboxylic acid CO[C@H](C(=O)N[C@H](C(=O)N1[C@@H]([C@H]2C([C@H]2C1)(C)C)C(=O)O)C(C)(C)C)C